methyl 1-(4-(1-(tert-butoxycarbonyl)azetidin-3-yl)benzyl)piperidine-4-carboxylate C(C)(C)(C)OC(=O)N1CC(C1)C1=CC=C(CN2CCC(CC2)C(=O)OC)C=C1